Tert-Butyl 4-(2,2,2-Trifluoroethyl)Piperazine-1-Carboxylate FC(CN1CCN(CC1)C(=O)OC(C)(C)C)(F)F